OC1(CC1)[C@@H]1C[C@@H](CN1)NC(OC(C)(C)C)=O tert-butyl (3S,5S)-5-(1-hydroxycyclopropyl)pyrrolidin-3-ylcarbamate